[Na].[Na].C(C(C)N)N propylenediamine disodium salt